FC(COC=1C=C(C=CC1F)CC(=O)C1=C(C=CC=C1)C(C)C)(C(C)(C)C)F 2-(3-(2,2-difluoro-3,3-dimethylbutoxy)-4-fluorophenyl)-1-(2-isopropylphenyl)ethan-1-one